CC1=C(C=CC=C1)[C@@H](C(=O)O)C (S)-2-(2-methylphenyl)propionic acid